C(#N)C[C@@H](C(=O)O)NC(=O)OCC1C2=CC=CC=C2C=2C=CC=CC12 (2S)-3-cyano-2-(9H-fluoren-9-ylmethoxycarbonylamino)propanoic acid